COC([C@H]1NCCC1)=O (L)-proline methyl ester